COC=1C=C2C(=C3C(=NC2=CC1OC)CCCCC3)N[C@H]3CN(CCC3)C(C)C (3R)-N-{2,3-dimethoxy-6H,7H,8H,9H,10H-cyclohepta[b]quinolin-11-yl}-1-(propan-2-yl)piperidin-3-amine